9,10-bis(2-naphthyl)-2-tert-butylanthracene C1=C(C=CC2=CC=CC=C12)C=1C2=CC=CC=C2C(=C2C=CC(=CC12)C(C)(C)C)C1=CC2=CC=CC=C2C=C1